5-chloro-2-(2-fluoro-4-pyridyl)-4-(4-oxo-1-piperidinyl)-1H-pyrimidin-6-one ClC1=C(N=C(NC1=O)C1=CC(=NC=C1)F)N1CCC(CC1)=O